C1=CC(=CC=2C3=CC=CC=C3C=CC12)OS(=O)(=O)C(F)(F)F.C(C)C1(COC1)COCC1(COC1)CC 3-ethyl-3-[{(3-Ethyloxetane-3-yl)methoxy}methyl]oxetane phenanthren-3-yl-triflate